N-(2-(2-hydroxyethoxy)ethyl)-N-methyl-[1,1'-biphenyl]-4-sulfonamide OCCOCCN(S(=O)(=O)C1=CC=C(C=C1)C1=CC=CC=C1)C